CC(COC1=CC=C(C=N1)CC1=NOC(=C1)C=1C(=NC=CC1)N)(C)C1=CC=CC=C1 3-(3-((6-(2-methyl-2-phenylpropoxy)pyridin-3-yl)methyl)isoxazol-5-yl)pyridin-2-amine